FC=1C=C(C(=NO)N)C=C(C1C)[N+](=O)[O-] 3-fluoro-N'-hydroxy-4-methyl-5-nitrobenzamidine